O=C1NC(CCC1C1=NN(C2=CC(=CC=C12)N1C[C@@H](N(CC1)C(=O)OC(C)(C)C)C)C)=O tert-butyl (2S)-4-[3-(2,6-dioxo-3-piperidyl)-1-methyl-indazol-6-yl]-2-methyl-piperazine-1-carboxylate